1-methyl-N-(4-(trifluoromethyl)benzyl)cyclopropan-1-amine CC1(CC1)NCC1=CC=C(C=C1)C(F)(F)F